C(C)(C)(C)C=1C(=C(C=C(C1)CCC(=O)CCCCCCCC)N1N=C2C(=N1)C=CC(=C2)Cl)O 2-(3'-tert-butyl-2'-hydroxy-5'-(2-octylcarbonylethyl)phenyl)-5-chloro-benzotriazole